{[(4-methoxyphenyl)methyl]amino}-N-(4-{[4-(2-pyridylmethyl)piperazinyl]methyl}phenyl)carboxamide COC1=CC=C(C=C1)CNC(=O)NC1=CC=C(C=C1)CN1CCN(CC1)CC1=NC=CC=C1